(3S,5S)-5-{2-[(5-sulfamoylpyridin-3-yl)amino]pyrimidin-5-yl}oxolan-3-yl N-[(2S)-butan-2-yl]carbamate C[C@@H](CC)NC(O[C@@H]1CO[C@@H](C1)C=1C=NC(=NC1)NC=1C=NC=C(C1)S(N)(=O)=O)=O